1-(4-{2-acetyl-7-[7-(difluoromethyl)-6-(1-methylpyrazol-4-yl)-3,4-dihydro-2H-quinolin-1-yl]-1,3-dihydroisoindol-5-yl}piperidin-1-yl)-2-bromoethanone C(C)(=O)N1CC2=C(C=C(C=C2C1)C1CCN(CC1)C(CBr)=O)N1CCCC2=CC(=C(C=C12)C(F)F)C=1C=NN(C1)C